1,1,1-trimethyl-N-(3-(triethoxysilyl)propyl)-N-(trimethylsilyl)silanamine C[Si](N([Si](C)(C)C)CCC[Si](OCC)(OCC)OCC)(C)C